C(CCCCCCC\C=C/CCCCCCCC)(=O)NC1=CC=CC=C1 oleic acid anilide